ClC=1C(=C2C(=NC=NC2=C(C1C1=CC=C(C2=C1N=C(S2)N)F)F)N2CCNCC2)OC 4-(6-chloro-8-fluoro-5-methoxy-4-piperazin-1-yl-quinazolin-7-yl)-7-fluoro-1,3-benzothiazol-2-amine